1,3-di-tert-butyl-4,5-dihydroimidazole C(C)(C)(C)N1CN(CC1)C(C)(C)C